(2-methoxyethyl)(methyl)amine COCCNC